(6-Fluoro-1,4-dimethyl-indol-3-yl)-imino-[4-methyl-6-(4-methylimidazol-1-yl)-3-pyridinyl]-oxo-lambda6-sulfane FC1=CC(=C2C(=CN(C2=C1)C)S(=O)(C=1C=NC(=CC1C)N1C=NC(=C1)C)=N)C